FC(CNC=1N=CC2=C(N1)NC=C2C=2C=C(C=1N(C2)C(=CN1)CO)F)(C)F (6-(2-((2,2-difluoropropyl)amino)-7H-pyrrolo[2,3-d]pyrimidin-5-yl)-8-fluoroimidazo[1,2-a]pyridin-3-yl)methanol